OCC1=CC=CO1 5-(hydroxymethyl)furan